FC(CN1[C@@H](C=2NC3=CC=CC=C3C2C[C@H]1C)C=1C=NC(=NC1)N1CCC(CC1)=O)F 1-(5-((1R,3R)-2-(2,2-difluoroethyl)-3-methyl-2,3,4,9-tetrahydro-1H-pyrido[3,4-b]indol-1-yl)pyrimidin-2-yl)piperidin-4-one